ClC=1C=NN(C1C1=NN2C(N(C(CC2)=O)CC2=CC=C(C=C2)C=2N(C=C(N2)C(F)(F)F)C)=C1)C(C)C 2-(4-chloro-1-isopropyl-1H-pyrazol-5-yl)-4-(4-(1-methyl-4-(trifluoromethyl)-1H-imidazol-2-yl)benzyl)-6,7-dihydropyrazolo[1,5-a]pyrimidin-5(4H)-one